N=1NC=CC1 2H-pyrazol